trimethyl(2'H-spiro[cyclopropane-1,1'-naphthalen]-4'-yloxy)silane C[Si](OC1=CCC2(C3=CC=CC=C13)CC2)(C)C